(3S)-3-Acetylamino-N-(4-(chlorodifluoromethoxy)phenyl)-4-isopropyl-5-(6-methyl-5-oxo-6,7-dihydro-5H-pyrrolo[3,4-b]pyridin-3-yl)-1,2,3,3a,4,8b-hexahydrocyclopenta[b]indole-7-carboxamide C(C)(=O)N[C@H]1CCC2C1N(C=1C(=CC(=CC21)C(=O)NC2=CC=C(C=C2)OC(F)(F)Cl)C=2C=C1C(=NC2)CN(C1=O)C)C(C)C